1,2,3-trifluoro-4-[(4-methoxyphenyl)methoxy]benzene FC1=C(C(=C(C=C1)OCC1=CC=C(C=C1)OC)F)F